ClC=1C=C2C(=CC(=NC2=CC1)C(F)(F)F)N[C@@H]1C[C@@H](CCC1)NC(C1=C(C=CC=C1)OC)=O N-[(1R,3S)-3-{[6-chloro-2-(trifluoromethyl)quinolin-4-yl]amino}cyclohexyl]-2-methoxybenzamide